spiro[1,3-dioxolane-2,4'-piperidine] N1CCC2(CC1)OCCO2